ClC1=CC(=C(C(=C1)F)N1C[C@H]([C@](CC1)(O)COC1=CC=CC2=C1C(=NO2)C)O)F (3r,4r)-1-(4-chloro-2,6-difluorophenyl)-4-[(3-methyl-1,2-benzoxazol-4-yl)oxymethyl]piperidine-3,4-diol